N-[9,10-bis(1,1'-biphenyl-2-yl)-2-anthryl]-N,9-diphenyl-9H-carbazol-3-amine C1(=C(C=CC=C1)C=1C2=CC=CC=C2C(=C2C=CC(=CC12)N(C=1C=CC=2N(C3=CC=CC=C3C2C1)C1=CC=CC=C1)C1=CC=CC=C1)C1=C(C=CC=C1)C1=CC=CC=C1)C1=CC=CC=C1